N-(3-methyl-4-(piperazin-1-yl)phenyl)-4-(1,2,3,6-tetrahydropyridin-4-yl)benzamide bistrifluoroacetic acid salt FC(C(=O)O)(F)F.FC(C(=O)O)(F)F.CC=1C=C(C=CC1N1CCNCC1)NC(C1=CC=C(C=C1)C=1CCNCC1)=O